2-chloro-7-methyl-N-(1,3-thiazol-2-ylmethyl)furo[3,2-d]pyrimidin-4-amine ClC=1N=C(C2=C(N1)C(=CO2)C)NCC=2SC=CN2